The molecule is a member of the class of blasticidins that is blasticidin S in which the side-chain amino group is acetylated. It is a blasticidin, an acetamide, a member of guanidines and an oxacycle. It derives from a blasticidin S. CC(=O)N[C@@H](CCN(C)C(=N)N)CC(=O)N[C@H]1C=C[C@@H](O[C@@H]1C(=O)O)N2C=CC(=NC2=O)N